N-methoxy-3-(trifluoromethoxy)benzamide CONC(C1=CC(=CC=C1)OC(F)(F)F)=O